2-(1-(5-isopropylquinolin-2-yl)naphthalen-8-yl)propan-2-ol C(C)(C)C1=C2C=CC(=NC2=CC=C1)C1=CC=CC2=CC=CC(=C12)C(C)(C)O